FC([C@@H](C1=CC=C(C=C1)F)N1N=CC(=C1)C1=NC=C(C(=N1)C1=CC=2N(C=C1)N=C(N2)N2C(=CC=C2C)C)C)(C)F (R)-7-(2-(1-(2,2-difluoro-1-(4-fluorophenyl)propyl)-1H-pyrazol-4-yl)-5-methylpyrimidin-4-yl)-2-(2,5-dimethyl-1H-pyrrol-1-yl)-[1,2,4]triazolo[1,5-a]pyridine